CC=1C=C2C(C=C(OC2=C(C1)C(C)NC1=C(C(=O)O)C=CC=C1)N1CC(CCC1)C)=O 2-((1-(6-methyl-2-(3-methylpiperidin-1-yl)-4-oxo-4H-chromen-8-yl)ethyl)amino)benzoic acid